FC1(CCN(CC1)C1=NC(=CC(=N1)C=1C(=C(C(=O)N)C=CC1)N1CCC2(CC2)CC1)C)F (2-(4,4-difluoropiperidin-1-yl)-6-methylpyrimidin-4-yl)-2-(6-azaspiro[2.5]octan-6-yl)benzamide